4-(3-aminopyridin-4-yl)-N-(5-chloro-6-(2H-1,2,3-triazol-2-yl)pyridin-3-yl)-5-ethynyl-2-fluorobenzamide NC=1C=NC=CC1C1=CC(=C(C(=O)NC=2C=NC(=C(C2)Cl)N2N=CC=N2)C=C1C#C)F